CN1CCCN2C1=[NH+]CCC2 9-methyl-3,4,6,7,8,9-hexahydro-2H-pyrimido[1,2-a]pyrimidin-1-ium